CS(=O)(=O)C1=CC=C(C=C1)NC1=NC=C2C=CN=C(C2=C1)C#CC1=CC=C(C=C1)NC(=O)C1CC1 N-(4-((7-((4-(methylsulfonyl)phenyl)amino)-2,6-naphthyridin-1-yl)ethynyl)phenyl)cyclopropanecarboxamide